COC=1C=C2CCN(CC2=CC1NC=1N=C(C2=C(N1)NC=C2C2=CC(NC=C2)=O)NC2=C(C=CC=C2)S(=O)(=O)N(C)C)C 2-((2-((6-methoxy-2-methyl-1,2,3,4-tetrahydroisoquinolin-7-yl)amino)-5-(2-oxo-1,2-dihydropyridin-4-yl)-7H-pyrrolo[2,3-d]pyrimidin-4-yl)amino)-N,N-dimethylbenzenesulfonamide